5-[4-amino-5-(trifluoromethyl)pyrrolo[2,1-f][1,2,4]triazin-7-yl]-N-{1-[(1,3-benzothiazol-2-yl)methyl]-4-fluoropyrrolidin-3-yl}-2-methoxypyridine-3-carboxamide NC1=NC=NN2C1=C(C=C2C=2C=C(C(=NC2)OC)C(=O)NC2CN(CC2F)CC=2SC1=C(N2)C=CC=C1)C(F)(F)F